P(=S)(Cl)Cl thiophosphonic dichloride